2-phenyl-2-(5-(phenylamino)-2H-indazol-2-yl)acetic acid C1(=CC=CC=C1)C(C(=O)O)N1N=C2C=CC(=CC2=C1)NC1=CC=CC=C1